1,2,3-trimethyl-1,3-butadiene CC=C(C(=C)C)C